C(CCCCC)C1=C(C(=C(S1)CCCCCC)CCCCCC)CCCCCC tetrahexylthiophene